N-(4-((cyclopropylmethyl)(3-fluorobenzyl)amino)-3-fluorophenyl)acrylamide C1(CC1)CN(C1=C(C=C(C=C1)NC(C=C)=O)F)CC1=CC(=CC=C1)F